C(#N)C1=CC=C(OC2=CC=C(CN(C(OC(C)(C)C)=O)C)C=C2)C=C1 tert-butyl (4-(4-cyanophenoxy)benzyl)(methyl)carbamate